OC[C@H](CC(=O)OC(C)(C)C)C(C)(C)C tert-butyl (3R)-3-(hydroxymethyl)-4,4-dimethylpentanoate